[N+](=O)([O-])C1=C(C=CC=C1)NC1=NOC=C1 N-(2-nitrophenyl)isoxazol-3-amine